C(C=C=C)(=O)NC(C(=O)NCCCCCC(=O)O)CNC(C=C=C)=O 6-(2,3-bis(butan-2,3-dienamido)propanamido)hexanoic acid